N-(3-(5-Chloro-2-methoxyphenyl)-1H-pyrazol-4-yl)thiazolo[5,4-c]pyridine-7-carboxamide ClC=1C=CC(=C(C1)C1=NNC=C1NC(=O)C=1C2=C(C=NC1)SC=N2)OC